Rel-5-(2-((2S,5R)-5-methyl-2-(Thiophen-2-yl)piperidin-1-yl)-2-oxoacetamido)Nicotinamide C[C@@H]1CC[C@H](N(C1)C(C(=O)NC=1C=NC=C(C(=O)N)C1)=O)C=1SC=CC1 |o1:1,4|